2-bromo-1-(3-bromophenyl)ethane BrCCC1=CC(=CC=C1)Br